BrC=1C=C(C(=O)OC2=C3C(=CNC3=CC=C2)CCN(C)C)C=CC1 3-(2-(dimethylamino)ethyl)-1H-indol-4-yl 3-bromobenzoate